ClC=1C=C(C=CC1OC(F)(F)F)NC(C(=O)O)C(C)(C)C 2-((3-chloro-4-(trifluoromethoxy)phenyl)amino)-3,3-dimethylbutanoic acid